CN(C(=O)C=1C=C(C=CC1F)B(O)O)C 3-(DIMETHYLCARBAMOYL)-4-FLUOROBENZENEBORONIC ACID